4-fluoro-1,2,3,5,6,7-hexahydro-s-indacene FC1=C2CCCC2=CC=2CCCC12